C[C@@H]1N(CC[C@]2(C1)OCCC1=C2SC(=C1C(=O)NCCC)C(F)(F)F)CC=1N=NN(C1)CCS(=O)(=O)C (2'S,7R)-2'-methyl-1'-[[1-(2-methylsulfonylethyl)triazol-4-yl]methyl]-N-propyl-2-(trifluoromethyl)spiro[4,5-dihydrothieno[2,3-c]pyran-7,4'-piperidine]-3-carboxamide